tert-butyl 3-hydroxy-3-(piperidin-3-yl)azetidine-1-carboxylate OC1(CN(C1)C(=O)OC(C)(C)C)C1CNCCC1